C(C1=CC=CC=C1)N1CCN(CCN(CCC1)CC=1C(=C(C(=O)NC(CO)O)C=C(C1)C)O)CC=1C(=C(C(=O)NC(CO)O)C=C(C1)C)O 3,3'-[(7-benzyl-1,4,7-triazecane-1,4-diyl)bis(methylene)]bis[N-(1,2-dihydroxyethyl)-2-hydroxy-5-methylbenzamide]